1-[2-(3-methylpyrrolidin-1-yl)ethyl]-6-[3-(trifluoromethyl)phenyl]-3H-imidazo[4,5-b]pyridin-2-one CC1CN(CC1)CCN1C(NC2=NC=C(C=C21)C2=CC(=CC=C2)C(F)(F)F)=O